(S)-2-(2,6-difluorophenyl)-5-(4-(7-(trifluoromethyl)pyrazolo[1,5-a]pyridin-2-yl)-1,4,6,7-tetrahydro-5H-imidazo[4,5-c]pyridin-5-yl)-1,3,4-oxadiazole FC1=C(C(=CC=C1)F)C=1OC(=NN1)N1[C@@H](C2=C(CC1)NC=N2)C2=NN1C(C=CC=C1C(F)(F)F)=C2